2,4-diethyl 5-amino-3-methylthiophene-2,4-dicarboxylate NC1=C(C(=C(S1)C(=O)OCC)C)C(=O)OCC